tert-butyl (R)-3-((4-((2-(2-fluorophenyl)pyridine-4-yl)amino)-6-nitroquinazolin-7-yl)oxy)pyrrolidine-1-carboxylate FC1=C(C=CC=C1)C1=NC=CC(=C1)NC1=NC=NC2=CC(=C(C=C12)[N+](=O)[O-])O[C@H]1CN(CC1)C(=O)OC(C)(C)C